FC=1C=C(C=CC1C=1C=NC(=CC1)OC)N1C(OCC=N1)=O [3-fluoro-4-(6-methoxypyridin-3-yl)phenyl]-3,6-dihydro-2H-1,3,4-oxadiazin-2-one